2-(4-(5-(3-(5-(1-(2-(Adamantan-2-yl)ethyl)-1H-1,2,3-triazol-4-yl)pentyl)phenyl)-2-methyl-3-phenylpyrazolo[1,5-a]pyrimidin-7-yl)piperazin-1-yl)ethan-1-ol C12C(C3CC(CC(C1)C3)C2)CCN2N=NC(=C2)CCCCCC=2C=C(C=CC2)C2=NC=3N(C(=C2)N2CCN(CC2)CCO)N=C(C3C3=CC=CC=C3)C